((S)-1-(4-fluorophenyl)-3,4-dihydroisoquinolin-2(1H)-yl)((4aS,7R,8aS)-4-(2-methoxyethyl)octahydro-2H-pyrano[3,4-b]pyrazin-7-yl)methanone FC1=CC=C(C=C1)[C@@H]1N(CCC2=CC=CC=C12)C(=O)[C@H]1C[C@H]2[C@H](N(CCN2)CCOC)CO1